((5-hydroxy-2,3-dimethylphenyl)oxy)hexahydroisobenzofuran-1,3-dione OC=1C=C(C(=C(C1)OC12C(OC(C2CCCC1)=O)=O)C)C